CON(C([C@H](C[C@H]1C(NCCC1)=O)NC(OC(C)(C)C)=O)=O)C tert-butyl ((S)-1-(methoxy(methyl)amino)-1-oxo-3-((S)-2-oxopiperidin-3-yl)propan-2-yl)carbamate